Cl.C(C)(C)C1N(CCCNC1)S(=O)(=O)C1=C2C=CN=C(C2=CC=C1)O 5-((2-isopropyl-1,4-diazepan-1-yl)sulfonyl)isoquinolin-1-ol hydrochloride